N-(3,4-difluorophenyl)-6-methyl-2,6-diazaspiro[3.3]heptan-2-carbothioamide FC=1C=C(C=CC1F)NC(=S)N1CC2(C1)CN(C2)C